(3-bromophenyl)(imino)(tetrahydro-2H-pyran-4-yl)-λ6-sulfanone BrC=1C=C(C=CC1)S(=O)(C1CCOCC1)=N